CC1=CC=2N(C=C1C1CCN(CC1)S(=O)(=O)C=1C=C3C=CC=NC3=CC1)N=CN2 6-((4-(7-methyl-[1,2,4]triazolo[1,5-a]pyridin-6-yl)piperidin-1-yl)sulfonyl)quinoline